BrC(CC1(C(NC(NC1=O)=O)=O)C(C)CC)=C 5-β-bromoallyl-5-sec-butylbarbituric acid